ClC1=NC(=NC(=C1C)C1=C(C=CC=C1C)C1CC1)N 4-chloro-6-(2-cyclopropyl-6-methyl-phenyl)-5-methyl-pyrimidin-2-amine